(R)-2-((1-(2-(4-(4-cyano-2-methylphenyl)piperazin-1-yl)-3,7-dimethyl-4-oxo-4H-pyrido[1,2-a]pyrimidin-9-yl)ethyl)amino)benzoic acid C(#N)C1=CC(=C(C=C1)N1CCN(CC1)C=1N=C2N(C(C1C)=O)C=C(C=C2[C@@H](C)NC2=C(C(=O)O)C=CC=C2)C)C